6-(3-methyl-1-(o-tolyl)-1H-pyrazol-5-yl)-2-azaspiro[3.3]heptane CC1=NN(C(=C1)C1CC2(CNC2)C1)C1=C(C=CC=C1)C